CC(=O)N1C=C(C2=C1C=CC(=C2)O)CCN N-acetyl-5-hydroxytryptamine